4,6-diethylpyrimidin-5-amine C(C)C1=NC=NC(=C1N)CC